N-[1-(3,5-Difluoropyridin-2-yl)ethyl]-2-{6-fluoro-2-oxo-1H,4H-pyrido[3,2-d]pyrimidin-3-yl}acetamide FC=1C(=NC=C(C1)F)C(C)NC(CN1C(NC2=C(C1)N=C(C=C2)F)=O)=O